N-((2-(2,6-dioxopiperidin-3-yl)-1-oxoisoquinolin-5-yl)methyl)pyridazine-3-carboxamide O=C1NC(CCC1N1C(C2=CC=CC(=C2C=C1)CNC(=O)C=1N=NC=CC1)=O)=O